5-(4-(piperazin-1-yl)but-1-yn-1-yl)pyridinamide N1(CCNCC1)CCC#CC=1C=CC(=NC1)C(=O)N